2,4,5-trifluoro-benzyl-acetonitrile FC1=C(CCC#N)C=C(C(=C1)F)F